NCC1=NC=CC(=C1)S(=O)(=O)N1CC(CC(C1)C1=CC=CC=C1)C(=O)N1CCS(CC1)(=O)=O (1-((2-(aminomethyl)pyridin-4-yl)sulfonyl)-5-phenylpiperidin-3-yl)(1,1-dioxidothiomorpholino)methanone